ClC=1C=C(C=CC1)C=1CCCC2=C(C1C1=CC=C(C=C1)CC1CN(C1)CCCF)C=CC=C2F 8-(3-Chlorophenyl)-4-fluoro-9-(4-((1-(3-fluoropropyl)azetidin-3-yl)methyl)phenyl)-6,7-dihydro-5H-benzo[7]annulen